C(C)OP(OCC)(=O)CCCCCCCC.BrC=1C=C(C(=NC1)OC)NS(=O)(=O)C1=CC=CC=C1 N-(5-bromo-2-methoxypyridin-3-yl)benzenesulfonamide Diethyl-1-Octylphosphonate